3-methyloct-5-enal CC(CC=O)CC=CCC